N-[3-(N,S-dimethylsulfonimidoyl)phenyl]-2-(4-fluoro-2-methoxy-phenoxy)-5-(trifluoromethyl)pyridine-3-carboxamide oxetan-3-ylmethyl-((benzyloxy)carbonyl)-L-alaninate O1CC(C1)CN([C@@H](C)C(=O)O)C(=O)OCC1=CC=CC=C1.CN=S(=O)(C)C=1C=C(C=CC1)NC(=O)C=1C(=NC=C(C1)C(F)(F)F)OC1=C(C=C(C=C1)F)OC